((5-(3-methyl-4-(trifluoromethoxy)phenyl)thiophen-2-yl)methyl)oxazole-5-carboxamide CC=1C=C(C=CC1OC(F)(F)F)C1=CC=C(S1)CC=1OC(=CN1)C(=O)N